Ethyl 3-chloro-2-(1-cyclobutyl-1H-pyrazol-4-yl)-5-[({1-[2-fluoro-4-(trifluoromethyl) phenyl]cyclopropyl}carbonyl) amino]benzoate ClC=1C(=C(C(=O)OCC)C=C(C1)NC(=O)C1(CC1)C1=C(C=C(C=C1)C(F)(F)F)F)C=1C=NN(C1)C1CCC1